C(C)OC1=CC=CC(=N1)C1=NC=2C(=NC(=CN2)NS(=O)(=O)C)N1C1=NC=CC=C1OC N-(2-(6-ethoxypyridin-2-yl)-1-(3-methoxypyridin-2-yl)-1H-imidazo[4,5-b]pyrazin-6-yl)methanesulfonamide